C=C1C(N([C@H](C1)C(F)(F)F)C(=O)OC(C)(C)C)=O tert-butyl (5R)-3-methylene-2-oxo-5-(trifluoromethyl)pyrrolidine-1-carboxylate